7-(hydrazinocarbonyl)-3,4-dihydro-1H-isoquinoline-2-carboxylic acid tert-butyl ester C(C)(C)(C)OC(=O)N1CC2=CC(=CC=C2CC1)C(=O)NN